(19R)-3-ethyl-16-fluoro-19-methyl-20-oxa-3,4,8,11,23-pentaazapentacyclo[19.3.1.02,6.08,12.013,18]pentacosa-1(24),2(6),4,9,11,13,15,17,21(25),22-decaen-22-amine C(C)N1C=2C3=CN=C(C(O[C@@H](C4=CC(=CC=C4C4=NC=CN4CC2C=N1)F)C)=C3)N